CN(C(C(CC)C1=CN(C2=CC=CC(=C12)OC)C(=O)OC(C)(C)C)=O)C tert-Butyl 3-(1-(dimethylamino)-1-oxobutan-2-yl)-4-methoxy-1H-indole-1-carboxylate